N6-(3-iodobenzyl)-9-hydroxyethyladenine IC=1C=C(CNC2=C3N=CN(C3=NC=N2)CCO)C=CC1